(R)-2-(5-(hydroxymethyl)-4-methyl-6-(piperidin-3-ylthio)pyridazin-3-yl)-5-(trifluoromethyl)phenol hydrochloride Cl.OCC=1C(=C(N=NC1S[C@H]1CNCCC1)C1=C(C=C(C=C1)C(F)(F)F)O)C